4-(5-(Trifluoromethyl)thiophen-3-yl)-3,6-dihydropyridine-1(2H)-carboxylic acid benzyl ester C(C1=CC=CC=C1)OC(=O)N1CCC(=CC1)C1=CSC(=C1)C(F)(F)F